N=1C=NN2C1C=C(C=C2)C2=CNC=1N=C(N=CC12)NC1CCC(CC1)C(=O)N(C)C (1s,4s)-4-((5-([1,2,4]triazolo[1,5-a]pyridin-7-yl)-7H-pyrrolo[2,3-d]pyrimidin-2-yl)amino)-N,N-dimethylcyclohexane-1-carboxamide